CC=1C=CC=C(C)C1 5-methyltoluene